trideuteriomethyl N-[4-chloro-2-[[(1S)-3-(methylamino)-2,3-dioxo-1-[[(3S)-2-oxopyrrolidin-3-yl]methyl]propyl]carbamoyl] phenyl]carbamate ClC1=CC(=C(C=C1)NC(OC([2H])([2H])[2H])=O)C(N[C@H](C(C(=O)NC)=O)C[C@H]1C(NCC1)=O)=O